4-[hexahydropyrrolo[3,4-c]pyrrol-2(1H)-yl](2-methyl-5-phenylthiazol-4-yl)methanone C1N(CC2C1CNC2)C2(N=C(SC2C2=CC=CC=C2)C)C=O